CC1(CC1)C(=O)OCCNP(=O)(OC1=CC=CC=C1)OC1=CC=C(C=C1)[N+](=O)[O-] 2-(((4-nitrophenoxy)(phenoxy)phosphoryl)amino)ethyl 1-methylcyclopropane-1-carboxylate